C1(CC1)OC1=CC=C(C=N1)C1=CN=CC(=N1)C(=O)N/N=C/C1=CC(=C(C=C1)F)OC (E)-6-(6-cyclopropoxypyridin-3-yl)-N'-(4-fluoro-3-methoxybenzylidene)pyrazine-2-carbohydrazide